N-(6-(4,4-difluoropiperidin-1-yl)-4-methylpyridin-2-yl)-2-(4,4-dimethyl-1,4-azasilinan-1-yl)-4-((2-hydroxyethyl)sulfonamido)benzamide FC1(CCN(CC1)C1=CC(=CC(=N1)NC(C1=C(C=C(C=C1)NS(=O)(=O)CCO)N1CC[Si](CC1)(C)C)=O)C)F